C(C)(C)(C)OC(=O)N[C@H](C(=O)N1[C@@H]([C@H]2C[C@H]2C1)C(=O)OC)C(C)(C)C methyl (1S,2S,5R)-3-[(2S)-2-(tert-butoxycarbonylamino)-3,3-dimethyl-butanoyl]-3-azabicyclo[3.1.0]hexane-2-carboxylate